D-6-chloro-1-(2,6-dimethoxyphenyl)-2-(5-methylfuran-2-yl)-1H-imidazo[4,5-b]pyrazine ClC1=CN=C2C(=N1)N(C(=N2)C=2OC(=CC2)C)C2=C(C=CC=C2OC)OC